N1CCC(CC1)OC1=CC=C(C=N1)S(=O)(=O)N1[C@@H]([C@@H]2CC[C@H](C1)N2C(=O)OCCOC)C(=O)OCC 2-ethyl 8-(2-methoxyethyl) (1S,2S,5R)-3-((6-(piperidin-4-yloxy)pyridin-3-yl)sulfonyl)-3,8-diazabicyclo[3.2.1]octane-2,8-dicarboxylate